(R or S)-2-(2-(5-oxaspiro[2.5]octan-8-yl)-2H-pyrazolo[3,4-b]pyrazin-6-yl)-3-methyl-5-(trifluoromethyl)phenol C1CC12COCC[C@H]2N2N=C1N=C(C=NC1=C2)C2=C(C=C(C=C2C)C(F)(F)F)O |o1:7|